OCC=1C=C(C=CC1)NC=1SC2=C(N1)C=CC(=C2)C#N 2-(3-hydroxymethylphenyl)amino-6-cyanobenzo[d]thiazole